CN1N=C2C=CC=CC2=C1C(=O)OC=1C=NC=C(C1)Cl 5-chloropyridin-3-yl 2-methyl-2H-indazole-3-carboxylate